FC1(CC(C1)C(=O)NC=1N=CC2=CC=C(C=C2C1)C=1C=NN2C1CN(CC2)C)F 3,3-difluoro-N-(6-(5-methyl-4,5,6,7-tetrahydropyrazolo[1,5-a]pyrazin-3-yl)isoquinolin-3-yl)cyclobutanecarboxamide